ClC1=C(C(=CC=C1)Cl)CC(=O)NC1=CC(=NC=C1)N(C(C)=O)C1=C(C=CC=C1)C(F)F N-{4-[2-(2,6-dichlorophenyl)acetamido]pyridin-2-yl}-N-[2-(difluoromethyl)phenyl]acetamide